IC1=CC=C(OC(C(=O)OC(C)C)(C)C)C=C1 isopropyl 2-(4-iodophenoxy)-2-methylpropionate